C(#N)C=1N=CC(=NC1)NC1=CC(=C(N=N1)C(NC)=O)NCCC1CN(C1)C(=O)OC(C)(C)C tert-butyl 3-(2-(6-(5-cyanopyrazin-2-ylamino)-3-(methylcarbamoyl) pyridazin-4-ylamino)ethyl)azetidine-1-carboxylate